6-(2,3,4,5,6-pentahydroxyhexylamino)hexane OC(CNCCCCCC)C(C(C(CO)O)O)O